N1(N=NC2=C1C=CC=C2)CC(=O)N(C2=CC=C(C=C2)C=2N=C(NC2)C)CC2=CC(=CC(=C2)F)F 2-(benzotriazol-1-yl)-N-[(3,5-difluorophenyl)methyl]-N-[4-(2-methyl-1H-imidazol-4-yl)phenyl]acetamide